tert-butyl N-[5-[4-[1-[4-[(3-fluorophenyl)methylcarbamoyl]-1-piperidyl]ethyl]-1-naphthyl]pent-4-ynyl]-N-methyl-carbamate FC=1C=C(C=CC1)CNC(=O)C1CCN(CC1)C(C)C1=CC=C(C2=CC=CC=C12)C#CCCCN(C(OC(C)(C)C)=O)C